(E)-4-Undecenal C(CC\C=C\CCCCCC)=O